ClC1=C(C(=O)NC2=CC=C(C=C2)C(\C=C\C2=CC=C(C=C2)N(C)CCO)=O)C=CC=C1 2-Chloro-N-[4-[(E)-3-[4-[2-hydroxyethyl(methyl)amino]phenyl]prop-2-enoyl]phenyl]benzamide